NC1=C(C=C(C=N1)C1=CC=C(C=C1)C(=O)N1CCN(CC1)C)OCC1=C(C=CC=C1)Cl {4-[6-amino-5-(2-chloro-benzyloxy)-pyridin-3-yl]-phenyl}-(4-methyl-piperazin-1-yl)-methanone